NCCCN(CCCCCCCCCCCC)CCCN di(3-aminopropyl)dodecylamine